O1C(=C(C=C1)C(=O)O)C(=O)O.C(CCCCCCCO)O octylene glycol furandicarboxylate